BrC1=CC=C2C=CC3=C(C=CC4=CC=C1C2=C34)C3=CC(=CC(=C3)C3=CC=CC=C3)C3=CC=CC=C3 1-bromo-6-(3,5-diphenyl-phenyl)pyrene